C(C)(C)(C)[C@H]1N(CCC2(C1)COC1=C3CN(C(C3=CC=C12)=O)C(C(=O)N)CCC(=O)OC(C)(C)C)C(=O)O tert-butyl-(S)-7-(1-amino-5-(tert-butoxy)-1,5-dioxopentan-2-yl)-6-oxo-7,8-dihydro-2H,6H-spiro[furo[2,3-e]isoindole-3,4'-piperidine]-1'-carboxylic acid